(3S,7aS)-3-((1H-1,2,3-triazol-1-yl)methyl)tetrahydro-1H-pyrrolizine N1(N=NC=C1)C[C@@H]1CCC2=CCCN12